1-tert-butyl-3-[6-(cyclopropylamino)-2-fluoropyridin-3-yl]-N-[(3S)-2-oxo-5-phenyl-1,3-dihydro-1,4-benzodiazepine-3-Yl]pyrazole-4-carboxamide dipropargyl-methyl-phosphonate C(C#C)OP(OCC#C)(=O)C.C(C)(C)(C)N1N=C(C(=C1)C(=O)N[C@@H]1C(NC2=C(C(=N1)C1=CC=CC=C1)C=CC=C2)=O)C=2C(=NC(=CC2)NC2CC2)F